8-(3-Methyl-2-oxo-1,3-benzoxazol-6-yl)-N-(4-phenylbutyl)-2-oxa-5-azaspiro[3.5]nonane-5-carboxamide Benzyl-8-(trifluoromethylsulfonyloxy)-2-oxa-5-azaspiro[3.5]non-7-ene-5-carboxylate C(C1=CC=CC=C1)OC(=O)N1C2(COC2)CC(=CC1)OS(=O)(=O)C(F)(F)F.CN1C(OC2=C1C=CC(=C2)C2CCN(C1(COC1)C2)C(=O)NCCCCC2=CC=CC=C2)=O